CC(=CCC1OCCO1)CC1=CC=C(C=C1)C 2-(3-methyl-4-(p-tolyl)but-2-en-1-yl)-1,3-dioxolane